4,4'-dibromo-5'-(4-bromophenyl)-1,1':3',1''-terphenyl BrC1=CC=C(C=C1)C1=CC(=C(C(=C1)C1=CC=C(C=C1)Br)Br)C1=CC=CC=C1